BrC1=CC=CC2=C1SC(=C2)I 7-bromo-2-iodobenzo[b]thiophene